BrC1=NC(=CC=C1NC(=O)C=1C(=NC=C(C1)C(F)(F)F)NC1=C(C=C(C=C1)F)CCCNC(OC(C)(C)C)=O)OC tert-Butyl (3-(2-((3-((2-bromo-6-methoxypyridin-3-yl)carbamoyl)-5-(trifluoro-methyl)pyridin-2-yl)amino)-5-fluorophenyl)propyl)carbamate